CN(CCC=1SC2=C(N1)C=C(C=C2)[C@@H]2NC[C@H](CC2)C)C N,N-dimethyl-2-[5-[(2R,5S)-5-methyl-2-piperidyl]-1,3-benzothiazol-2-yl]ethanamine